C1(CCCCC1)C[C@@H](C(=O)N[C@H](C(=O)OC)CCC(=O)N1CCOC2=C(C1)C=CC=C2)NC(=O)OCCCCCCC Methyl (S)-2-((S)-3-cyclohexyl-2-(((heptyloxy)carbonyl)amino)propanamido)-5-(2,3-dihydrobenzo[f][1,4]oxazepin-4(5H)-yl)-5-oxopentanoate